N-(2-ethyl-6-(1-(2-morpholinoethylsulfonyl)piperidin-4-yl)imidazo[1,2-a]pyridin-3-yl)-4-(4-fluorophenyl)-N-methylthiazol-2-amine C(C)C=1N=C2N(C=C(C=C2)C2CCN(CC2)S(=O)(=O)CCN2CCOCC2)C1N(C=1SC=C(N1)C1=CC=C(C=C1)F)C